1-methyl-3-pentylbenzimidazole CN1CN(C2=C1C=CC=C2)CCCCC